[Na].ClC=1C(=CC=C(C1)Cl)O 3,5-dichloro-2-hydroxybenzene sodium